2-(5,5-dimethyl-1,3,2-dioxaborinane-2-yl)-6-(trifluoromethyl)benzonitrile CC1(COB(OC1)C1=C(C#N)C(=CC=C1)C(F)(F)F)C